C(C)OC(CC(C[C@@H]1[C@H](O)[C@@H](O)[C@@H](O)[C@H](O1)CO)C)=O 3-methyl-4-(α-D-galactopyranosyl)-butyric acid ethyl ester